ClC1=NC(=CC(=N1)NC1C(C2CCC1CC2)C(=O)OC)C2=CC=CC=C2 (+/-)-trans-methyl 3-((2-chloro-6-phenylpyrimidin-4-yl)amino)bicyclo[2.2.2]octane-2-carboxylate